1-(5-(imidazo[1,2-b]pyridazin-6-yl)pyrrolo[2,1-f][1,2,4]triazin-2-yl)-N3-methylcyclobutane-1,3-diamine N=1C=CN2N=C(C=CC21)C=2C=CN1N=C(N=CC12)C1(CC(C1)NC)N